Cl.ClC1=CC=C(C[C@H]2CO[C@H](CN2C2CCC(CC2)C2=NN(C(=C2)C)C)CNC=2C(C(C2O)=O)=O)C=C1 3-((((2S,5S)-5-(4-chlorobenzyl)-4-(4-(1,5-dimethyl-1H-pyrazol-3-yl)cyclohexyl)morpholin-2-yl)methyl)amino)-4-hydroxycyclobut-3-ene-1,2-dione hydrochloride